C(C1=CC=CC=C1)OC=1C(=NC(=CC1)I)Br 3-(benzyloxy)2-bromo-6-iodopyridine